C(C=C)N1[C@@H]([C@H](C1)O)C1=CC=CC=C1 |o1:4,5| rel-(2R,3S)-1-allyl-2-phenylazetidin-3-ol